tert-butyl 2-((1H-imidazole-1-carbonyl)oxy)-7-azaspiro[3.5]nonane-7-carboxylate N1(C=NC=C1)C(=O)OC1CC2(C1)CCN(CC2)C(=O)OC(C)(C)C